9,10-dihydroanthracene-1,4-dione C1(C=CC(C=2CC3=CC=CC=C3CC12)=O)=O